(S)-N-(7-((3-Hydroxy-1-oxidothietan-3-yl)ethynyl)-5-methyl-4-oxo-2,3,4,5-tetrahydrobenzo[b][1,4]oxazepin-3-yl)-4-phenoxypicolinamid OC1(CS(C1)=O)C#CC1=CC2=C(OC[C@@H](C(N2C)=O)NC(C2=NC=CC(=C2)OC2=CC=CC=C2)=O)C=C1